4-{[3-(4-{[(3S,4R)-3-fluoro-1-methylpiperidin-4-yl]amino}-1-(2,2,2-trifluoroethyl)-1H-indol-2-yl)prop-2-yn-1-yl]amino}-3-methoxy-N-[2-(morpholin-4-yl)ethyl]benzamide F[C@H]1CN(CC[C@H]1NC1=C2C=C(N(C2=CC=C1)CC(F)(F)F)C#CCNC1=C(C=C(C(=O)NCCN2CCOCC2)C=C1)OC)C